C(C)OC=1C=C(C=2N(C1)N=C1C2C=NN1)C=1C=CC(=NC1)N1CCC(CC1)(C)NC(C1=C(C=CC(=C1)F)C)=O N-(1-(5-(6-ethoxy-1H-pyrazolo[3',4':3,4]pyrazolo[1,5-a]pyridin-4-yl)pyridin-2-yl)-4-methylpiperidin-4-yl)-5-fluoro-2-methylbenzamide